8-(2-chloro-4-(2-(piperazin-1-yl)ethoxy)phenyl)-6-(1-methylcyclopropoxy)-9-((4-methylpyridin-2-yl)methyl)-9H-purine ClC1=C(C=CC(=C1)OCCN1CCNCC1)C=1N(C2=NC=NC(=C2N1)OC1(CC1)C)CC1=NC=CC(=C1)C